C(C)O[Si]1(N(CCC1)CCCC)OCC 2,2-Diethoxy-1-butyl-1-aza-2-silacyclopentane